benzoyl-4-trifluoromethyl-pyrrole C(C1=CC=CC=C1)(=O)C=1NC=C(C1)C(F)(F)F